6-(2-(3,5-dichlorophenyl)-2-hydroxyacetyl)-2-(1-phenylcyclopropyl)-3,5,6,7,8,9-hexahydro-4H-pyrimido[5,4-c]azepin-4-one ClC=1C=C(C=C(C1)Cl)C(C(=O)N1CC2=C(CCC1)N=C(NC2=O)C2(CC2)C2=CC=CC=C2)O